CC(C)S(=O)(=O)N propan-2-sulfonamid